CC(C)CCCCCCCCCCC(=O)[O-] The molecule is a methyl-branched fatty acid anion that is the conjugate base of 12-methyltridecanoic acid, obtained by deprotonation of the carboxy group; major species at pH 7.3. It is a branched-chain saturated fatty acid anion, a fatty acid anion 14:0, a methyl-branched fatty acid anion and a long-chain fatty acid anion. It is a conjugate base of an isomyristic acid.